(1R,4s)-4-(8-(5-chloro-2-fluorophenylamino)-2-((S)-1-hydroxypropan-2-ylamino)-9H-purin-9-yl)cyclohexanecarboxamide ClC=1C=CC(=C(C1)NC=1N(C2=NC(=NC=C2N1)N[C@H](CO)C)C1CCC(CC1)C(=O)N)F